FC1(C(C1)NC(=S)NC=1C(=NN2C1N=C(C=C2)N2[C@H](C[C@@H](C2)O)C2=C(C=CC(=C2)F)F)F)F 1-(2,2-difluorocyclopropyl)-3-(5-((2R,4S)-2-(2,5-difluorophenyl)-4-hydroxypyrrolidin-1-yl)-2-fluoropyrazolo[1,5-a]pyrimidin-3-yl)thiourea